C1(CC1)CC1C2=C(C(N(C1)C)=O)C(=C(N2)C2=CC(=NC=C2)NC(C(CC(F)F)C2=CC=C(C=C2)F)=O)C2=CC=CC=C2 N-{4-[7-(Cyclopropylmethyl)-5-methyl-4-oxo-3-phenyl-4,5,6,7-tetrahydro-1H-pyrrolo[3,2-c]pyridin-2-yl]pyridin-2-yl}-4,4-difluoro-2-(4-fluorophenyl)butanamid